C(CCCCCCCCC)C1C2C=CC(C1)C2 5-decyl-bicyclo[2.2.1]hept-2-ene